4-(imidazo[1,2-a]pyrazin-3-yl)isoindolin-1-one N=1C=C(N2C1C=NC=C2)C2=C1CNC(C1=CC=C2)=O